2-(BENZYLSULFANYL)ACETALDEHYDE C(C1=CC=CC=C1)SCC=O